benzo[e]thieno[3',2':5,6]benzo[1,2-b]thiepin-6(11H)-one S1C=CC=2C=CC3=C(SCC4=C(C3=O)C=CC=C4)C21